2,5,9,12-tetramethyl-2,5,9,12-tetraazatridecane CN(C)CCN(CCCN(CCN(C)C)C)C